1-(3-chlorophenyl)-N-((1-cyanopyrrolidin-3-yl)methyl)-1H-1,2,3-triazole-4-carboxamide ClC=1C=C(C=CC1)N1N=NC(=C1)C(=O)NCC1CN(CC1)C#N